5-Phenyl-1H-pyrazole-3-carboxylic acid {2-oxo-2-[4-(3-trifluoromethyl-phenoxy)-piperidin-1-yl]-ethyl}-amide O=C(CNC(=O)C1=NNC(=C1)C1=CC=CC=C1)N1CCC(CC1)OC1=CC(=CC=C1)C(F)(F)F